triethyl-2-phenoxyphenyl-silane C(C)[Si](C1=C(C=CC=C1)OC1=CC=CC=C1)(CC)CC